BrCC1=CC(=C2N=C(C(NC2=C1F)=O)C)F 7-(bromomethyl)-5,8-difluoro-3-methyl-1H-quinoxalin-2-one